C(C)(C)(C)OC(NC(COC1=CC(=C(C=C1)C)C(NC1(CC1)C1=CC=CC2=CC=CC=C12)=O)C)=O tert-Butyl(1-(4-methyl-3-((1-(naphthalen-1-yl)cyclopropyl)carbamoyl)phenoxy)propan-2-yl)carbamate